tertiary butane C(C)(C)C